C(N)(=O)C1=NNC=C1NC(=O)C=1C=NN2C1N=CC=C2 N-(3-Carbamoyl-1H-pyrazol-4-yl)pyrazolo[1,5-a]pyrimidin-3-carboxamid